4-(5-(3-(difluoromethyl)-1-methyl-1H-pyrazol-4-yl)-1,2,4-oxadiazol-3-yl)-N-(3-fluorophenyl)benzamide FC(C1=NN(C=C1C1=NC(=NO1)C1=CC=C(C(=O)NC2=CC(=CC=C2)F)C=C1)C)F